ClC=1C=C2C=C(C(=NC2=CC1)C(F)(F)F)NC1C[C@H](CCC1)NC(C1=CC(=CC=C1)NS(=O)(=O)C)=O N-((1S,4S)-3-((6-CHLORO-2-(TRIFLUOROMETHYL)QUINOLIN-3-YL)AMINO)CYCLOHEXYL)-3-(METHYLSULFONAMIDO)BENZAMIDE